1-[(3-hydroxyphenyl)methyl]azetidin OC=1C=C(C=CC1)CN1CCC1